cycloprop-2-ene-1-carboxylate C1(C=C1)C(=O)[O-]